2'-fluorothymidine FC1[C@@H](O[C@@H]([C@H]1O)CO)N1C(=O)NC(=O)C(C)=C1